ClC=1C(=C(C=CC1)NN1C(=CC=2C(NCCC21)=O)C2=C(C=NC=C2)C#C[C@]21N(CC[C@@H]1C2)C(C=C)=O)OC [(3-chloro-2-methoxyphenyl)amino]-2-(3-{2-[(1S,5R)-2-(prop-2-enoyl)-2-azabicyclo[3.1.0]hexan-1-yl]ethynyl}pyridin-4-yl)-1H,5H,6H,7H-pyrrolo[3,2-c]pyridin-4-one